C(#N)/C(/C(=O)NC1=NC=C(C=N1)OC1CCCCC1)=C(\C=1C=NOC1C)/O (Z)-2-cyano-N-(5-(cyclohexyloxy)pyrimidin-2-yl)-3-hydroxy-3-(5-methylisoxazol-4-yl)acrylamide